C(C=C)(=O)OCCCCCCCCCCCC[Si](I)(I)I acryloxydodecyltriiodosilane